CO/C=C/C1=NN(C(=C1)C)C1OCCCC1 3-[(E)-2-methoxyethenyl]-5-methyl-1-(oxan-2-yl)pyrazole